O=C1C=CN(C2=CC=CC=C12)N(N=CC1=CC=C(C=C1)[N+](=O)[O-])C(C)=O (4-oxo-4H-quinolin-1-yl)-acetyl-(4-nitrobenzylidene)hydrazine